N-(1-(2-(6-(4-cyclopropyl-4H-1,2,4-triazol-3-yl)pyridin-2-yl)-1-oxoisoindoline-5-carbonyl)piperidin-4-yl)acetamide C1(CC1)N1C(=NN=C1)C1=CC=CC(=N1)N1C(C2=CC=C(C=C2C1)C(=O)N1CCC(CC1)NC(C)=O)=O